N-(4-Bromo-2,6-dimethylphenyl)-1,3-diisopropylbenzimidazole-2-imine BrC1=CC(=C(C(=C1)C)N=C1N(C2=C(N1C(C)C)C=CC=C2)C(C)C)C